C(C)OC1=CC=C(C=C1)C1=CN=CC(=N1)C(=O)NOC([2H])([2H])C1=C(C=CC=C1)F 6-(4-ethoxyphenyl)-N-((2-fluorophenyl)methoxy-d2)pyrazine-2-carboxamide